CC=1C(=NN(N1)C1=NC=C(C=C1C(F)F)Br)C(=O)OCC1=C(C(=CC=C1)F)F (2,3-difluorophenyl)methanol methyl-2-(5-bromo-3-(difluoromethyl)pyridin-2-yl)-2H-1,2,3-triazole-4-carboxylate